1-(4-(5-((6-aminospiro[3.3]heptan-2-yl)amino)-6-methylpyridin-2-yl)-2-methylpiperazin-1-yl)-2,2,2-trifluoroethan-1-one NC1CC2(CC(C2)NC=2C=CC(=NC2C)N2CC(N(CC2)C(C(F)(F)F)=O)C)C1